((3R,5R,8S,9S,10S,13S,14S,17S)-10-ethyl-3-hydroxy-3,13-dimethylhexadecahydro-1H-cyclopenta[a]phenanthren-17-yl)((S)-2-ethylpiperidin-1-yl)methanone C(C)[C@]12[C@H]3CC[C@@]4([C@H](CC[C@H]4[C@@H]3CC[C@@H]2C[C@](CC1)(C)O)C(=O)N1[C@H](CCCC1)CC)C